C(C)(C)(C)NS(=O)(=O)C1=C(C=CC(=C1)O)C1=CN=C(S1)[C@@H]1CC[C@H](CC1)NC(OC(C)C)=O isopropyl (trans-4-(5-(2-(N-(tert-butyl)sulfamoyl)-4-hydroxyphenyl) thiazol-2-yl)cyclohexyl)carbamate